4-(Diphenylamino)Phenyl Acrylate C(C=C)(=O)OC1=CC=C(C=C1)N(C1=CC=CC=C1)C1=CC=CC=C1